hydroxyethylidene bisphosphonate sodium salt [Na+].P(OC(CO)OP([O-])=O)([O-])=O.[Na+]